3-amino-2-chloro-4-methoxy-N-(1-methyltetrazol-5-yl)benzamide NC=1C(=C(C(=O)NC2=NN=NN2C)C=CC1OC)Cl